C1(CC1)C[N+]1([C@H]2[C@@]3(CCC[C@H]4[C@@]3(C=3C(=C(C=CC3C2)O)O4)CC1)O)C (5a)-17-(cyclopropylmethyl)-3,14-dihydroxy-17-methyl-4,5-epoxymorphinanium